(2S)-4-(methylsulfinyl)-2-pentadecanoylaminobutanoic acid CS(=O)CC[C@@H](C(=O)O)NC(CCCCCCCCCCCCCC)=O